ClC=1C=C2C(=CNC2=CC1F)C1N(CCC2=CC(=CC=C12)C1=CC=C(C=C1)OC)C(=O)N (5-chloro-6-fluoro-1H-indol-3-yl)-6-(4-methoxyphenyl)-3,4-dihydroisoquinoline-2(1H)-carboxamide